(3S,4R)-4-((7-(1,1-difluoro-2-methylpropan-2-yl)-5-fluoropyrrolo[2,1-f][1,2,4]triazin-2-yl)amino)tetrahydro-2H-pyran-3-ol FC(C(C)(C)C1=CC(=C2C=NC(=NN21)N[C@H]2[C@@H](COCC2)O)F)F